4-methyl-N-[[3-methyl-2-(2-methylpyrazol-3-yl)-1H-indol-5-yl]methyl]pyrimidine-5-carboxamide CC1=NC=NC=C1C(=O)NCC=1C=C2C(=C(NC2=CC1)C=1N(N=CC1)C)C